[OH-].[OH-].[OH-].C(CCCC)[Hf+3] mono-n-pentyl-hafnium trishydroxide